C(C)(=O)OC[C@H](NC([C@@H](NC(=O)C=1N=C(SC1)C1=CC=C(C=C1)NC(CCCCCN=[N+]=[N-])=O)CO[Si](C)(C)C(C)(C)C)=O)C(=O)OC methyl O-acetyl-N-(N-(2-(4-(6-azidohexanamido)phenyl)thiazole-4-carbonyl)-O-(tert-butyldimethylsilyl)-L-seryl)-L-serinate